2-(6-chloro-2-methylpyrimidin-4-ylamino)-N-(2-chloro-6-methylphenyl)thiazole-5-carboxamide ClC1=CC(=NC(=N1)C)NC=1SC(=CN1)C(=O)NC1=C(C=CC=C1C)Cl